trinitro-m-phenylenediamine [N+](=O)([O-])NC1=CC(=CC=C1)N([N+](=O)[O-])[N+](=O)[O-]